BrC=1C=NC=2N(C1)N=CC2 6-Bromopyrazolo[1,5-A]pyrimidine